5-ethyl-2-fluoro-4-(3-(4,5,6,7-tetrahydro-1H-imidazo[4,5-c]pyridin-2-yl)-1H-indazol-6-yl)phenol C(C)C=1C(=CC(=C(C1)O)F)C1=CC=C2C(=NNC2=C1)C=1NC2=C(CNCC2)N1